(3R)-3-methyl[1,4'-bipiperidin] C[C@H]1CN(CCC1)C1CCNCC1